C1(CC1)CC#CC1=CC=C(CC2=C(N=NN2)C(=O)OCC)C=C1 ethyl 5-(4-(3-cyclopropylprop-1-ynyl)benzyl)-1H-1,2,3-triazole-4-carboxylate